OC1(CC1)C1=NN(C=N1)C1CC2(CN(C2)C(=O)N2CC3(C2)C[C@H](CC3)OC=3C(=CC(=NC3)C(F)(F)F)C#N)C1 5-[[(6S)-2-[6-[3-(1-hydroxycyclopropyl)-1,2,4-triazol-1-yl]-2-azaspiro[3.3]heptane-2-carbonyl]-2-azaspiro[3.4]octan-6-yl]oxy]-2-(trifluoromethyl)pyridine-4-carbonitrile